ClC1=C(O[C@@H](C(=O)O)C)C=CC(=C1)Cl D-2,4-dichlorophenoxypropionic acid